FC(CN1C(=NC2=C1C=C(C=C2F)C=2C(=CN1N=C(N=C(C12)OC([2H])([2H])[2H])N[C@@H]1[C@@H](CN(CC1)C)F)F)C)F 5-(1-(2,2-difluoroethyl)-4-fluoro-2-methyl-1H-benzo[d]imidazol-6-yl)-6-fluoro-N-((3R,4S)-3-fluoro-1-methylpiperidin-4-yl)-4-(methoxy-d3)pyrrolo[2,1-f][1,2,4]triazin-2-amine